tert-butyl 4-[(3S)-3-(benzyloxy)-5-hydroxypentyl]-1,4-diazepane-1-carboxylate C(C1=CC=CC=C1)O[C@@H](CCN1CCN(CCC1)C(=O)OC(C)(C)C)CCO